C(C1CO1)OCCCC butyl glycidyl ether